N-[(3S,4R)-4-hydroxy-2-oxo-pyrrolidin-3-yl]-3-(2-phenyl-7-vinyl-1H-indol-3-yl)propanamide O[C@H]1[C@@H](C(NC1)=O)NC(CCC1=C(NC2=C(C=CC=C12)C=C)C1=CC=CC=C1)=O